N'-((1,2,3,5,6,7-hexahydro-s-indacen-4-yl)carbamoyl)-4-isopropylthiophene-2-sulfonimidamide C1CCC2=C(C=3CCCC3C=C12)NC(=O)N=S(=O)(N)C=1SC=C(C1)C(C)C